2-[3-(hexahydropyrazino[2,1-c][1,4]oxazin-8(1H)-yl)-1,2,4-triazin-6-yl]-5-(1H-pyrazol-4-yl)phenol C1OCCN2C1CN(CC2)C=2N=NC(=CN2)C2=C(C=C(C=C2)C=2C=NNC2)O